C(C=C)(=O)OC1=CC(OC(C=C)=O)=C(C=C1)CCCCCC 4-hexyl-resorcinol diacrylate